9-[4-[[2-(2,6-dioxo-3-piperidyl)-1,3-dioxo-isoindolin-4-yl]oxymethyl]triazol-1-yl]nonanal rac-tert-butyl-(3aR,7aR)-octahydro-1H-pyrrolo[3,4-c]pyridine-2-carboxylate C(C)(C)(C)OC(=O)N1C[C@H]2CNCC[C@H]2C1.O=C1NC(CCC1N1C(C2=CC=CC(=C2C1=O)OCC=1N=NN(C1)CCCCCCCCC=O)=O)=O |r|